CC1(CN2C(CO1)=CC(=N2)C(=O)OCC)C Ethyl 6,6-dimethyl-6,7-dihydro-4H-pyrazolo[5,1-c][1,4]Oxazine-2-formate